1H-pyrazole-5-carbaldehyde oxime N1N=CC=C1C=NO